1-benzyl-N,N-dimethyl-4-(4-(4,4,5,5-tetramethyl-1,3,2-dioxaborolan-2-yl)phenyl)piperidin-4-amine C(C1=CC=CC=C1)N1CCC(CC1)(N(C)C)C1=CC=C(C=C1)B1OC(C(O1)(C)C)(C)C